C(C)N(CCC1=CNC2=CC=CC(=C12)F)CC N,N-diethyl-2-(4-fluoro-1H-indol-3-yl)ethan-1-amine